CN1C2=CC=C(C=C2SC=2C=C(C=CC12)C1=CC(=C(C(=O)OC)C=C1)C(F)(F)F)C1=CC(=C(C(=O)OC)C=C1)C(F)(F)F Dimethyl 4,4'-(10-methyl-10H-phenothiazine-3,7-diyl)-bis-(2-(trifluoromethyl)benzoate)